NC(C(=O)O)=C 2-aminoprop-2-enoic acid